N-ethyl-4-((5-fluoro-2-methoxy-3-(pyrimidin-2-yl)phenyl)amino)-6-((6-fluoro-2-methylpyridin-3-yl)amino)nicotinamide C(C)NC(C1=CN=C(C=C1NC1=C(C(=CC(=C1)F)C1=NC=CC=N1)OC)NC=1C(=NC(=CC1)F)C)=O